NC=1C=C(C=CC1)C1=CNC=2N=CN=C(C21)OC2=CC=C(C=C2)NC(=O)C=2C(N(C=CC2)C2=CC=C(C=C2)F)=O N-(4-{[5-(3-aminophenyl)-7H-pyrrolo[2,3-d]pyrimidin-4-yl]oxy}phenyl)-1-(4-fluorophenyl)-2-oxo-1,2-dihydropyridin-3-carboxamide